FC1CC(N(C1)C(=O)C12CC(C1)(C2)COC)C2=CC(=CC=C2)F (4-Fluoro-2-(3-fluorophenyl)pyrrolidin-1-yl)(3-(methoxymethyl)bicyclo[1.1.1]pent-1-yl)methanone